pyrazineselon N1C(C=NC=C1)=[Se]